(2Z,5Z)-5-(4-(hydroxymethyl)benzylidene)-2-(phenylimino)-3-(3-phenylpropyl)thiazolidin OCC1=CC=C(\C=C/2\CN(/C(/S2)=N/C2=CC=CC=C2)CCCC2=CC=CC=C2)C=C1